6-[3-(PROPAN-2-YL)-4-(PROPAN-2-YLOXY)-3H-IMIDAZO[4,5-C]PYRIDIN-6-YL]-1-[(1S,3S)-3-(PIPERIDIN-1-YL)CYCLOBUTYL]-1,2-DIHYDROSPIRO[INDOLE-3,4-PIPERIDIN]-2-ONE CC(C)N1C=NC2=C1C(=NC(=C2)C2=CC=C1C(=C2)N(C(C12CCNCC2)=O)C2CC(C2)N2CCCCC2)OC(C)C